BrC1=CC=C(C=NNC2=NC=NC3=C2N=CN=C3NC=3C=C(OCCO)C=CC3)C=C1 2-(3-((8-(2-(4-bromobenzylidene)hydrazineyl)pyrimido[5,4-d]pyrimidin-4-yl)amino)phenoxy)ethan-1-ol